2-(2-pyridazin-3-ylsulfanylethyl)propanedinitrile N1=NC(=CC=C1)SCCC(C#N)C#N